(S,E)-N-((4-bromo-5-(trifluoromethyl)thiophen-2-yl)methylene)-2-methylpropane-2-sulfinamide BrC=1C=C(SC1C(F)(F)F)\C=N\[S@@](=O)C(C)(C)C